[Yb+3].C[Si]([N-][Si](C)(C)C)(C)C.C[Si](C)(C)[N-][Si](C)(C)C.C[Si](C)(C)[N-][Si](C)(C)C (N,N-bis(trimethylsilyl)amide) ytterbium (III)